tert-butyl ((cis)-3-(hydroxymethyl)cyclohexyl)carbamate OC[C@H]1C[C@H](CCC1)NC(OC(C)(C)C)=O